O=C(SCCC[Si]1(OCC(CO1)C)OCC(CO[Si]1(OCC(CO1)C)C(CC)SC(CCCCCCC)=O)C)CCCCCCC 3-(2-{3-[2-(4-thia-5-oxo-dodecyl)-5-methyl-[1,3,2]dioxasilinan-2-yloxy]-2-methyl-propoxy}-5-methyl-[1,3,2]dioxasilinan-2-yl)-4-thia-5-oxo-dodecane